NC1=NC(=C(C=C1C#N)C#N)NCCO 2-amino-6-((2-hydroxyethyl)amino)pyridine-3,5-dicarbonitrile